C(C)(C)(C)OC(=O)N1CCN(CC1)C=1N=CC=2CC(CCC2C1)C(=O)O 3-[4-[(tert-butoxy)carbonyl]piperazin-1-yl]-5,6,7,8-tetrahydroisoquinoline-7-carboxylic acid